FC=1C=C(C=NC1N[C@@H]1C[C@H](CC1)NC1=NN2C(C=C(C=C2)C(F)(F)F)=N1)N1C(C2=NC=CC=C2C1)=O 6-(5-Fluoro-6-(((1S,3S)-3-((7-(trifluoromethyl)-[1,2,4]triazolo[1,5-a]pyridin-2-yl)amino)cyclopentyl)amino)pyridin-3-yl)-5,6-dihydro-7H-pyrrolo[3,4-b]pyridin-7-one